BrC=1C=C(C=CC1)CC1(CC1)C(=O)O 1-[(3-bromophenyl)methyl]cyclopropane-1-carboxylic acid